COC1=NC=C(C(=N1)OC)C=1C=C(C=2N(N1)C=CN2)[C@@H]2[C@H](C2)C=2C=CC1=C(N(C=N1)CC(F)(F)F)C2 6-(2,4-dimethoxypyrimidin-5-yl)-8-((1S,2S)-2-(1-(2,2,2-trifluoroethyl)-1H-benzo[d]imidazol-6-yl)cyclopropyl)imidazo[1,2-b]pyridazine